N-[4-(4-fluoro-1H-pyrazol-1-yl)-3-sulfamoylphenyl]-2-(3-methylphenyl)acetamide iodat I(=O)(=O)O.FC=1C=NN(C1)C1=C(C=C(C=C1)NC(CC1=CC(=CC=C1)C)=O)S(N)(=O)=O